FC(C1=NC2=CC=CC=C2C(=C1)N[C@@H]1C[C@@H](CCC1)NC(O)=O)(F)F ((1R,3S)-3-((2-(trifluoromethyl)quinolin-4-yl)amino)cyclohexyl)carbamic acid